NC1=NC=CC(=C1Cl)OC1=C(C=C(C=C1)C1=NN(C(=C1C(=O)N)C(F)(F)F)C1=C(C=CC=C1)Cl)F (4-((2-amino-3-chloropyridin-4-yl)oxy)-3-fluorophenyl)-1-(2-chlorophenyl)-5-(trifluoromethyl)-1H-pyrazole-4-carboxamide